C(=O)(OCCCCCCCC\C=C/CCCCCCCC)C(O)C(O)C(=O)OCCCCCCCC\C=C/CCCCCCCC dioleyl tartrate